N-(6-fluoro-quinolin-8-yl)-pyridine-2-sulfonamide FC=1C=C2C=CC=NC2=C(C1)NS(=O)(=O)C1=NC=CC=C1